C(C)(C)(C)OC(=O)C1=C2C(=NO1)C=CC(=C2)Br 5-bromobenzo[c]isoxazole-3-carboxylic acid tert-butyl ester